C(C)(C)(C)OC(=O)N1[C@H](C[C@@H](C1)OC)C=O (2R,4S)-2-formyl-4-methoxypyrrolidine-1-carboxylic acid tert-butyl ester